C(C)(C)(C)OC(=O)N[C@@H](C(=O)OCC)C1=C(C=C(C=C1)O)OC ethyl (R)-2-((tert-butoxycarbonyl)amino)-2-(4-hydroxy-2-methoxyphenyl)acetate